CN1CCC(CC1)C1=NC2=CC(=CC=C2C=C1)[C@@H]1NC[C@H](CC1)C 2-(1-methyl-4-piperidyl)-7-[(2R,5S)-5-methyl-2-piperidyl]quinoline